ClC=1C2=C(N=C(N1)CC1=CC3=CC=CC=C3C=C1)NC1=C2N=CC(=C1)C(=O)OC methyl 4-chloro-2-(naphthalen-2-ylmethyl)-9H-pyrido[2',3':4,5]pyrrolo[2,3-d]pyrimidine-7-carboxylate